C(#N)C1=C(C(=C(C(=C1)C(C)C)NC(=O)N=[S@](=O)(N)C1=CN=C(S1)C(C)(C)O)C(C)C)F (R)-N'-((4-cyano-3-fluoro-2,6-diisopropyl-phenyl)carbamoyl)-2-(2-hydroxypropan-2-yl)thiazole-5-sulfonimidamide